3-({[(1R)-6-[(4-cyanophenyl)(methyl)amino]-1,2,3,4-tetrahydronaphthalen-1-yl]methyl}amino)pyridine-4-carboxylic acid C(#N)C1=CC=C(C=C1)N(C=1C=C2CCC[C@H](C2=CC1)CNC=1C=NC=CC1C(=O)O)C